N[C@@H]1C2=CC=CC=C2CC12CCN(CC2)C=2NC(C1=C(N2)NN=C1C1=COC2=C1C=CC=C2OC)=O (S)-6-(1-amino-1,3-dihydrospiro[indene-2,4'-piperidin]-1'-yl)-3-(7-methoxybenzofuran-3-yl)-1,5-dihydro-4H-pyrazolo[3,4-d]pyrimidin-4-one